3-feruloyl-1,5-quinolactone COC1=C(C=CC(=C1)/C=C/C(=O)O[C@@H]2C[C@@]3(C[C@H]([C@@H]2O)OC3=O)O)O